benzyl (2-((4-aminobutyl)amino)-2-oxoethyl)((1r,4r)-4-((5-chloro-4-(5-(cyclopropylmethyl)-1-methyl-1H-pyrazol-4-yl)pyrimidin-2-yl)amino)cyclohexyl)carbamate NCCCCNC(CN(C(OCC1=CC=CC=C1)=O)C1CCC(CC1)NC1=NC=C(C(=N1)C=1C=NN(C1CC1CC1)C)Cl)=O